NC1(CCN(CC1)C=1N=C2C(=NC1)N=C(C=C2)Cl)CO (4-amino-1-(6-chloropyrido[2,3-b]pyrazin-2-yl)piperidin-4-yl)methanol